tertButyl dicarbonate C(=O)(OC(C)(C)C)OC(=O)[O-]